4,5-dicyano-imidazolium C(#N)C=1[NH+]=CNC1C#N